8-fluoro-3-(3-(4-(4-fluorophenyl)-3,6-dihydropyridin-1(2H)-yl)propyl)isoquinolin-1(2H)-one FC=1C=CC=C2C=C(NC(C12)=O)CCCN1CCC(=CC1)C1=CC=C(C=C1)F